(R)-4-(2-(4-aminophenoxy)ethyl)-1,3-dimethylpiperazin-2-one NC1=CC=C(OCCN2[C@@H](C(N(CC2)C)=O)C)C=C1